FC=1C(=C(C=CC1)N1CCOCC1)[N+](=O)[O-] (3-fluoro-2-nitrophenyl)morpholine